2-chloro-4-(4,4-difluorocyclohexen-1-yl)-6,7-dimethyl-pteridine ClC1=NC2=NC(=C(N=C2C(=N1)C1=CCC(CC1)(F)F)C)C